The molecule is a peptide anion that is the conjugate base of gamma-Glu-Val, obtained by removal of protons from the two carboxy groups as well as protonation of the amino group; major species at pH 7.3. It has a role as a human metabolite. It is a conjugate base of a gamma-Glu-Val. CC(C)[C@@H](C(=O)[O-])NC(=O)CC[C@@H](C(=O)[O-])[NH3+]